O[C@@H]1[C@@H](N(CC(C1)=O)C(=O)OCC1=CC=CC=C1)C Benzyl (2S,3S)-3-hydroxy-2-methyl-5-oxopiperidine-1-carboxylate